CS(=O)(=O)[O-].BrC1=NN(C(=C1)C[N+](CC)(CC)CC)C(CNC(=O)OC(C)(C)C)(C)C N-[(3-bromo-1-{1-[(tert-butoxycarbonyl)amino]-2-methylpropan-2-yl}-1H-pyrazol-5-yl)methyl]-N,N-diethylethanaminium methanesulfonate